C(C)(C)C1=C(OCC2=CNC(O2)=O)C=CC=C1 5-[(2-Isopropylphenoxy)methyl]oxazol-2(3H)-one